2-((3-((1-(1-(4-(2,6-dioxopiperidin-3-yl)pyridin-2-yl)piperidine-4-carbonyl)piperidin-4-yl)oxy)phenyl)amino)pyrimidin O=C1NC(CCC1C1=CC(=NC=C1)N1CCC(CC1)C(=O)N1CCC(CC1)OC=1C=C(C=CC1)NC1=NC=CC=N1)=O